C(#N)C1=CC(=C(OCC2=CC=CC(=N2)OC2=CC=C(C=C2)CC(=O)NC2=C(C=C(C(=O)OC)C=C2)NC[C@H]2OCC2)C=C1)F methyl (S)-4-(2-(4-((6-((4-cyano-2-fluorophenoxy)methyl)pyridin-2-yl)oxy)phenyl)acetamido)-3-((oxetan-2-ylmethyl)amino)benzoate